Samarium Diiodide [I-].[I-].[Sm+2]